1-((tetrahydro-2H-pyran-2-yl)oxy)cyclopropylmethanesulfonamide O1C(CCCC1)OC1(CC1)CS(=O)(=O)N